C(C)(C)(C)OC=1C=C(C=CC1)C1=C(C=CC=C1C(C)C)C(C)C 3-tert-butoxy-2',6'-diisopropyl-[1,1'-biphenyl]